C(#C)C=1SC=C(N1)NC(=O)N[C@@H](CO)C1=CC=C(C=C1)N1C(CCCC1)=O (R)-1-(2-Ethynylthiazol-4-yl)-3-(2-hydroxy-1-(4-(2-oxopiperidin-1-yl)phenyl)-ethyl)urea